1-(6-((2,6-dichloro-1-(1-ethyl-1H-pyrazol-4-yl)-7-fluoro-1H-indol-3-yl)thio)pyridine-2-yl)cyclopropanecarboxylic acid ClC=1N(C2=C(C(=CC=C2C1SC1=CC=CC(=N1)C1(CC1)C(=O)O)Cl)F)C=1C=NN(C1)CC